S1C=NC(=C1)C(C)N 1-(thiazol-4-yl)ethylamine